8-[1-Cyclopropyl-2-(trifluoromethyl)-1H-indol-4-yl]-7,9-difluoro-1,4,4-trimethyl-5H-[1,2,4]triazolo[4,3-a]quinoxaline C1(CC1)N1C(=CC2=C(C=CC=C12)C1=C(C=C2NC(C=3N(C2=C1F)C(=NN3)C)(C)C)F)C(F)(F)F